C1(=CC=C(C=C1)C)C Para-xylene